C(C)(C)(C)N1N=C(C(=C1NC(OCC(F)F)=O)C)C1CC(C1)(F)F 2,2-difluoroethyl (1-(tert-butyl)-3-(3,3-difluorocyclobutyl)-4-methyl-1H-pyrazol-5-yl)carbamate